2,6-dimethylphenol sodium [Na].CC1=C(C(=CC=C1)C)O